N-(3-oxo-1-(4-(3-(trifluoromethyl)-3H-diazirin-3-yl)phenyl)-6,9,12-trioxa-2-azatetradecan-14-yl)-5-((3aS,4S,6aR)-2-oxohexahydro-1H-thieno[3,4-d]imidazol-4-yl)pentanamide O=C(NCC1=CC=C(C=C1)C1(N=N1)C(F)(F)F)CCOCCOCCOCCNC(CCCC[C@@H]1SC[C@@H]2NC(N[C@@H]21)=O)=O